C1(CC1)C1=NNC(=C1)NC(CC=1C=NN(C1)C1=NC(=CC=C1)C)=O N-(3-cyclopropyl-1H-pyrazol-5-yl)-2-(1-(6-methyl-pyridin-2-yl)-1H-pyrazol-4-yl)acetamide